1-[1-(2-fluoroacryloyl)azetidin-3-yl]-7-(3-hydroxytetrahydro-1H-pyrrol-1-yl)-3-[4-(trifluoromethyl)phenyl]-2,3-dihydro-1H-imidazo[4,5-b]pyridin-2-one FC(C(=O)N1CC(C1)N1C(N(C2=NC=CC(=C21)N2CC(CC2)O)C2=CC=C(C=C2)C(F)(F)F)=O)=C